ClC=1C(=NC(=NC1)NC1=CC=C(C=C1)N1CCN(CC1)C)C1=CN=C(S1)N1CC(CC1)(F)F 5-chloro-4-(2-(3,3-difluoropyrrolidin-1-yl)thiazol-5-yl)-N-(4-(4-methylpiperazin-1-yl)phenyl)pyrimidin-2-amine